tert-butyl [({4-[3-(3-chloro-2-methoxyanilino)-4-oxo-4,5,6,7-tetrahydro-1H-pyrrolo[3,2-c]pyridin-2-yl]pyridin-3-yl}oxy)methyl]-2-methylazetidine-1-carboxylate ClC=1C(=C(NC2=C(NC3=C2C(NCC3)=O)C3=C(C=NC=C3)OCC3(N(CC3)C(=O)OC(C)(C)C)C)C=CC1)OC